The molecule is a branched alkane consisting of heptadecane bearing two methyl substituents at positions 2 and 6. It has a role as a fungal metabolite. CCCCCCCCCCCC(C)CCCC(C)C